(2S,3S,4S)-4-fluoro-3-methoxypyrrolidine-1,2-dicarboxylic acid dibenzyl ester C(C1=CC=CC=C1)OC(=O)N1[C@@H]([C@@H]([C@H](C1)F)OC)C(=O)OCC1=CC=CC=C1